4-(4,5-dichloro-3-fluoro-1H-indole-2-carbonyl)piperazin-2-one ClC1=C2C(=C(NC2=CC=C1Cl)C(=O)N1CC(NCC1)=O)F